ClC1=NC(=C2C(=N1)NN=C2C)OC2CCN(CC2)C(=O)OC(C)(C)C tert-butyl 4-({6-chloro-3-methyl-1H-pyrazolo[3,4-d]pyrimidin-4-yl}oxy)piperidine-1-carboxylate